FC1=C(N)C=CC(=C1)I 2-fluoro-4-iodoaniline